COC(C(=NOC)C1=C(C=CC=C1)C)=O 2-(2-tolyl)-2-methoxyiminoacetic acid methyl ester